pentaerythritol-tetrakis[2,3-dihexyl-(1-aziridinyl) propionate] C(CCCCC)C(C(=O)OCC(COC(C(CCCCCCC)(CCCCCC)N1CC1)=O)(COC(C(CCCCCCC)(CCCCCC)N1CC1)=O)COC(C(CCCCCCC)(CCCCCC)N1CC1)=O)(CCCCCCC)N1CC1